(1-Methyl-1H-pyrazol-4-yl)methyl (S)-3-cyclopropyl-2-(2-((S)-1-(2,3-difluorobenzyl)-5-oxopyrrolidin-2-yl)acetamido)propanoate C1(CC1)C[C@@H](C(=O)OCC=1C=NN(C1)C)NC(C[C@H]1N(C(CC1)=O)CC1=C(C(=CC=C1)F)F)=O